N-[2-chloro-4-(trifluoromethyl)phenyl]-2-[5-ethyl-2-(5-hydroxypyrimidin-2-yl)-7-oxo-6-(piperazin-1-yl)-[1,2,4]triazolo[1,5-a]pyrimidin-4-yl]acetamide ClC1=C(C=CC(=C1)C(F)(F)F)NC(CN1C=2N(C(C(=C1CC)N1CCNCC1)=O)N=C(N2)C2=NC=C(C=N2)O)=O